FC=1C=C(C=CC1OC1=CC=NC2=CC=CN=C12)NC(=O)C=1C(N(C=CC1C)C1=CC=C(C=C1)F)=O N-[3-Fluoro-4-(1,5-naphthyridin-4-yloxy)phenyl]-1-(4-fluorophenyl)-4-methyl-2-oxopyridine-3-carboxamide